OC1CC(CC1)C(=O)O 3-HYDROXY-CYCLOPENTANECARBOXYLIC ACID